6-Bromo-4-(6-(6-((6-(methoxy-d3)pyridin-3-yl)methyl)-3,6-diazabicyclo[3.1.1]heptane-3-yl)pyridin-3-yl)pyrazolo[1,5-a]pyridine-3-carbonitrile BrC=1C=C(C=2N(C1)N=CC2C#N)C=2C=NC(=CC2)N2CC1N(C(C2)C1)CC=1C=NC(=CC1)OC([2H])([2H])[2H]